C(C)(C)C=1C(=CC(=NC1)N)C(F)(F)F 5-isopropyl-4-(trifluoromethyl)pyridin-2-amine